OC[C@H](C1=CC=CC=C1)NC1=NC(=NC=C1C=1OC(=CN1)C)NC1=CC(=C(C(=O)N)C=C1)C 4-[[4-[[(1S)-2-hydroxy-1-phenyl-ethyl]amino]-5-(5-methyloxazol-2-yl)pyrimidin-2-yl]-amino]-2-methyl-benzamide